2,3,4-tris(3-(tert-butyl)-9H-carbazol-9-yl)-5-(4,6-diphenyl-1,3,5-triazin-2-yl)benzonitrile C(C)(C)(C)C=1C=CC=2N(C3=CC=CC=C3C2C1)C1=C(C#N)C=C(C(=C1N1C2=CC=CC=C2C=2C=C(C=CC12)C(C)(C)C)N1C2=CC=CC=C2C=2C=C(C=CC12)C(C)(C)C)C1=NC(=NC(=N1)C1=CC=CC=C1)C1=CC=CC=C1